CC(CC(=O)O)O (±)-3-hydroxybutyric acid